BrC1=C(C=CC=C1)C1=C(N=C2N1C=CC(=C2)C(=O)OC)C2=NC=CC=C2 methyl 3-(2-bromophenyl)-2-(pyridin-2-yl)imidazo[1,2-a]pyridin-7-carboxylate